BrC(C(=O)NC1=NC=C(C=C1)C1CCC1)C 2-bromo-N-(5-cyclobutylpyridin-2-yl)propanamide